(1R,3s,5S)-3-(7-chloro-6-(2-(2-methylthieno[2,3-d]pyrimidin-4-yl)cyclopropyl)-2H-indazol-2-yl)-8-azabicyclo[3.2.1]octane ClC1=C(C=CC2=CN(N=C12)C1C[C@H]2CC[C@@H](C1)N2)C2C(C2)C=2C1=C(N=C(N2)C)SC=C1